CN1NC(=CC(=C1)N1CCOCC1)C1=NNC2=CC3=C(C=C12)OCCC3 2-methyl-4-morpholino-6-(1,6,7,8-tetrahydropyrano[2,3-f]indazol-3-yl)pyridazin